tert-butyl 2-bromo-3-(4-fluoro-2-(trifluoromethyl) benzyl)-5,6-dihydroimidazo[1,2-a]pyrazine-7(8H)-carboxylate BrC=1N=C2N(CCN(C2)C(=O)OC(C)(C)C)C1CC1=C(C=C(C=C1)F)C(F)(F)F